propyl-(hydroxybenzyl)diphenyloxysilane C(CC)[Si](OC1=CC=CC=C1)(OC1=CC=CC=C1)C(C1=CC=CC=C1)O